FC(F)(F)[Cs].[O] oxygen trifluoromethyl-caesium